CC(C)(C)C=1C(=CC(=C(C(=O)O)C1)O)O 5-(1,1-dimethylethyl)-2,4-dihydroxybenzoic acid